N,N,N',N'-tetrakis(2-hydroxyethyl)ethylene-diamine OCCN(CCN(CCO)CCO)CCO